2-(4-chloro-3-fluorophenoxy)-N-{3-hydroxy-4-[5-(methanesulfonyl)-1,3,4-oxadiazol-2-yl]bicyclo[2.2.2]octan-1-yl}acetamide ClC1=C(C=C(OCC(=O)NC23CC(C(CC2)(CC3)C=3OC(=NN3)S(=O)(=O)C)O)C=C1)F